bis(3,5-dichloro-4-vinylthiophenyl) sulfide ClC1=C(SC(=C1C=C)Cl)SC=1SC(=C(C1Cl)C=C)Cl